ClC1=CC2=C(C(N3[C@@H](CO2)CN(CC3)C(=O)OC(C)(C)C)=O)C(=N1)NC1=C(C=NN1C(C)C)C tert-Butyl (R)-3-chloro-1-((1-isopropyl-4-methyl-1H-pyrazol-5-yl)amino)-12-oxo-6a,7,9,10-tetrahydro-12H-pyrazino[2,1-c]pyrido[3,4-f][1,4]oxazepine-8(6H)-carboxylate